2-[1-[(2-methoxyphenyl)methyl]pyridin-1-ium-3-yl]acetohydrazide bistrifluoroacetate FC(C(=O)[O-])(F)F.FC(C(=O)[O-])(F)F.COC1=C(C=CC=C1)C[N+]1=CC(=CC=C1)CC(=O)NN.COC1=C(C=CC=C1)C[N+]1=CC(=CC=C1)CC(=O)NN